methyl 1-(2-(4-(1-(tert-butoxycarbonyl)azetidin-3-yl)-2-fluorophenyl)propan-2-yl)piperidine-4-carboxylate C(C)(C)(C)OC(=O)N1CC(C1)C1=CC(=C(C=C1)C(C)(C)N1CCC(CC1)C(=O)OC)F